The molecule is a single-stranded DNA polynucleotide consisting of a repeating unit of thymidine and deoxycytidine residues, with all residues connected by 3'->5' phosphodiester linkages. CC1=CN(C(=O)NC1=O)[C@H]2C[C@@H]([C@H](O2)COP(=O)(O)O)OP(=O)(O)OC[C@@H]3[C@H](C[C@@H](O3)N4C=CC(=NC4=O)N)O